O.CS(=O)(=O)O.N1(CCOCC1)CCCC(=O)N 4-(morpholin-yl)butanamide methanesulfonate monohydrate